(+/-)-trans-methyl 3-((2-(5-fluoro-1-tosyl-1H-pyrrolo[2,3-b]pyridine-3-yl)-[4,5'-bipyrimidin]-6-yl)amino)bicyclo[2.2.2]octane-2-carboxylate FC=1C=C2C(=NC1)N(C=C2C2=NC(=CC(=N2)C=2C=NC=NC2)NC2C(C1CCC2CC1)C(=O)OC)S(=O)(=O)C1=CC=C(C)C=C1